4-[(3,4-Dihydro-2H-pyrano[2,3-c]pyridin-6-ylmethyl)amino]-1-piperidinyl-(methyl)-1,2-dihydro-3H,8H-2a,5,8a-triazaacenaphthylene-3,8-dione O1CCCC=2C1=CN=C(C2)CNC=2C(N1CC(N3C(C=CC(N2)=C31)=O)(N3CCCCC3)C)=O